5-methyl-4-(1-aziridinyl)pyrrolo[2,1-f][1,2,4]triazine-6-carboxylic acid octyl ester C(CCCCCCC)OC(=O)C=1C(=C2C(=NC=NN2C1)N1CC1)C